1-[5-(6-bromo-3-cyano-pyrazolo[1,5-a]pyridin-4-yl)-2-pyridyl]-4-ethyl-N-isopropyl-piperidine-4-carboxamide BrC=1C=C(C=2N(C1)N=CC2C#N)C=2C=CC(=NC2)N2CCC(CC2)(C(=O)NC(C)C)CC